C(C1=CC=CC=C1)OC=1C(C=CN2N(CN(C(C21)=O)CCC2=CC=CC=C2)C21C(=CC3=CC=CC=C23)CC=2C(=C(C=CC21)F)F)=O 5-(benzyloxy)-1-(7,8-difluoroindeno[1,2-a]inden-4b(9H)-yl)-3-phenethyl-2,3-dihydro-1H-pyrido[2,1-f][1,2,4]triazine-4,6-dione